4-(3-(but-2-ynamido)cyclohexyl)-3-chloro-5-fluoro-2-methyl-1H-indole-7-carboxamide C(C#CC)(=O)NC1CC(CCC1)C1=C2C(=C(NC2=C(C=C1F)C(=O)N)C)Cl